1-(4-(6-chloro-4-(4-methoxyphenyl)pyridin-2-yl)phenyl)piperazine ClC1=CC(=CC(=N1)C1=CC=C(C=C1)N1CCNCC1)C1=CC=C(C=C1)OC